C(C)OC(C1=C(C=C(C(=C1)F)F)F)=O.C(CCC)C1=CC=C(C=C1)PC1=CC=C(C=C1)CCCC bis(4-n-butylphenyl)phosphine ethyl-2,4,5-trifluorobenzoate